4-chloro-5-[[(3S)-fluorotetrahydropyran-3-yl]methylamino]-2-[6-[5-methylsulfonyl-2-(trifluoromethoxy)phenoxy]-3-pyridyl]pyridazin-3-one ClC=1C(N(N=CC1NC[C@H]1C(OCCC1)F)C=1C=NC(=CC1)OC1=C(C=CC(=C1)S(=O)(=O)C)OC(F)(F)F)=O